C1C2N(CCN1C1=CC=C(C=C1)C1=CC3=C(C(=N1)C)C=C(N3C)C3=CC=C(C=C3)S(=O)(=O)C)CCC2 6-(4-(Hexahydropyrrolo[1,2-a]pyrazin-2(1H)-yl)phenyl)-1,4-dimethyl-2-(4-(methylsulfonyl)phenyl)-1H-pyrrolo[3,2-c]pyridin